C1(CC1)N1C(C2=C(C=C1C(F)(F)F)N=C(N2C)C2=C(C=C(C=N2)OC(C#N)(C)C)SCC)=O 2-[[6-[5-cyclopropyl-3-methyl-4-oxo-6-(trifluoromethyl)imidazo[4,5-c]pyridin-2-yl]-5-ethylsulfanyl-3-pyridyl]oxy]-2-methyl-propanenitrile